O[C@H](C)C1=NC=2C(=C3C(=NC2)NC=C3)N1N1C3CC(CC1CC3)CC#N 2-(8-(2-((R)-1-hydroxyethyl)imidazo[4,5-d]pyrrolo[2,3-b]pyridin-1(6H)-yl)-8-azabicyclo[3.2.1]octan-3-yl)acetonitrile